2,5-dibromopentane-thiol BrC(CS)CCCBr